(3-{4-[6-(2-ethoxyethoxy)pyridin-3-yl]-6-oxo-1,6-dihydropyrimidin-2-yl}-4-(trifluoromethyl)benzyl)butanamide C(C)OCCOC1=CC=C(C=N1)C=1N=C(NC(C1)=O)C=1C=C(CC(C(=O)N)CC)C=CC1C(F)(F)F